ClC1=CC(=NC(=C1)C(F)(F)F)[C@@]1(CC(=NO1)C1=CC(=C(C(=O)NCC(NCC(F)(F)F)=O)C=C1)C)C(F)(F)F |o1:11| rel-(S)-4-(5-(4-chloro-6-(trifluoromethyl)pyridin-2-yl)-5-(trifluoromethyl)-4,5-dihydroisoxazol-3-yl)-2-methyl-N-(2-oxo-2-((2,2,2-trifluoroethyl)amino)ethyl)benzamide